FC1=CC=C(CN2N=CC3=CC=CC=C3C2=O)C=C1 3-(4-fluorobenzyl)-4-oxo-3,4-dihydrophthalazin